FC1=C(C=C2C(N(CN(C2=C1)C1=C(C=C(C=C1)F)C)C1=C(NC(C=C1)=O)C)=O)C(F)(F)F 7-fluoro-1-(4-fluoro-2-methylphenyl)-3-(2-methyl-6-oxo-1,6-dihydropyridin-3-yl)-6-(trifluoromethyl)-2,3-dihydroquinazolin-4(1H)-one